Ethyl (2S)-4-(4-fluoro-5-hydroxy-6-methoxy-benzothien-2-yl)-2-methyl-4-oxobutanoate FC1=C(C(=CC2=C1C=C(S2)C(C[C@@H](C(=O)OCC)C)=O)OC)O